C1(=C(C=CC=C1)S(=O)(=O)ON)C O-(Tolylsulfonyl)hydroxylamin